C1(=CC=C(C=C1)C1C(SC(C1C(=O)C=1OC=CC1)C1=CC=C(C=C1)C)C(=O)C=1OC=CC1)C (3,5-di-p-tolyltetrahydrothiophene-2,4-diyl)bis(furan-2-ylmethanone)